3-(1-(2-chlorobenzyl)piperidin-4-yl)-2-oxo-2,3-dihydro-1H-benzo[d]imidazole-5-carboxylic acid ClC1=C(CN2CCC(CC2)N2C(NC3=C2C=C(C=C3)C(=O)O)=O)C=CC=C1